(R)-N-((3S,4S)-8-(4-amino-1-methyl-6-oxo-1,6-dihydropyrimidin-2-yl)-3-methyl-2-oxa-8-azaspiro[4.5]decan-4-yl)-2-methylpropane-2-sulfinamide NC=1N=C(N(C(C1)=O)C)N1CCC2([C@@H]([C@@H](OC2)C)N[S@](=O)C(C)(C)C)CC1